N1=C(C=CC=C1)C(=O)ON(CC1=CC=C(C=C1)OC)CC1=CC=C(C=C1)OC (bis(4-methoxybenzyl) amino) picolinate